CNC=1C(=NN(C1)C1OCCCC1)C(=O)N 4-(methylamino)-1-(tetrahydro-2H-pyran-2-yl)-1H-pyrazole-3-carboxamide